1-(4-methoxybenzyl)-5-(pyrrolidin-2-yl)-3-(trifluoromethyl)pyrazin-2(1H)-one hydrochloride Cl.COC1=CC=C(CN2C(C(=NC(=C2)C2NCCC2)C(F)(F)F)=O)C=C1